2-[6-(ethylamino)-2-fluoropyridin-3-yl]-6,7-dihydro-5H-pyrazolo[5,1-b][1,3]oxazine-3-carboxylic acid ethyl ester C(C)OC(=O)C=1C(=NN2C1OCCC2)C=2C(=NC(=CC2)NCC)F